(E)-ethyl 3-(4-((tert-butoxycarbonyl)amino)-1-methyl-1H-pyrazol-5-yl)-2-(cyanomethyl)acrylate C(C)(C)(C)OC(=O)NC=1C=NN(C1/C=C(/C(=O)OCC)\CC#N)C